CN(CCNC(=O)OC(CCC(=O)O)CCCCCC)C 4-(((2-(dimethylamino)ethyl)carbamoyl)oxy)decanoic acid